(S)-N-(1-amino-3-hydroxy-1-oxopropan-2-yl)-5-((4-chloro-1-isopropyl-1H-pyrazol-5-yl)methoxy)-2-methylbenzofuran-3-carboxamide NC([C@H](CO)NC(=O)C1=C(OC2=C1C=C(C=C2)OCC2=C(C=NN2C(C)C)Cl)C)=O